tert-Butyl (7-bromo-1-methyl-1,2,3,4-tetrahydro-1,8-naphthyridin-4-yl)-((5-fluoropyridin-3-yl)methyl)carbamate BrC1=CC=C2C(CCN(C2=N1)C)N(C(OC(C)(C)C)=O)CC=1C=NC=C(C1)F